FC1=CC=C(CN2[C@H]3CC(C[C@@H]2CC3)NC(=O)C3=CC=C2C=CNC2=C3)C=C1 N-((1R,3s,5S)-8-(4-fluorobenzyl)-8-azabicyclo[3.2.1]octan-3-yl)-1H-indole-6-carboxamide